3-chloro-N-[1-[3-[1-[(4-methoxyphenyl)methyl]-1,2,4-triazol-3-yl]pyrazin-2-yl]ethyl]-5-(trifluoromethyl)benzamide ClC=1C=C(C(=O)NC(C)C2=NC=CN=C2C2=NN(C=N2)CC2=CC=C(C=C2)OC)C=C(C1)C(F)(F)F